2-bromo-8-fluoroindolo[2,1-b]quinazoline BrC1=CC2=CN3C(N=C2C=C1)=CC1=CC(=CC=C13)F